[Zn].[In].CC1(C(N(CCC1)CC1=CC=C(C=C1)C1=NOC(=N1)C(F)(F)F)=O)C 3,3-dimethyl-1-[[4-[5-(trifluoromethyl)-1,2,4-oxadiazol-3-yl]phenyl]methyl]piperidin-2-one indium-zinc